N-(2,2-Dimethyl-6-morpholino-2,3-dihydrobenzofuran-5-yl)-6-fluoropicolinamide CC1(OC2=C(C1)C=C(C(=C2)N2CCOCC2)NC(C2=NC(=CC=C2)F)=O)C